COC=1C=C(C=CC1C(=O)N1CC(CC1)NC1=NC2=CC=CC=C2C=N1)NC(C=C)=O N-{3-Methoxy-4-[3-(quinazolin-2-yl-amino)-pyrrolidine-1-carbonyl]-phenyl}-acrylamide